2,3-dimethyl-5-hexene-2,3-diol CC(C)(C(CC=C)(O)C)O